(5-isopropyl-2-methylene-cyclohexyl) acetate C(C)(=O)OC1C(CCC(C1)C(C)C)=C